(R)-2-(4-chloro-3-(5-(6-chlorochroman-3-yl)-4,5,6,7-tetrahydro-3H-imidazo[4,5-c]pyridin-2-yl)-1H-pyrazol-1-yl)ethan-1-ol ClC=1C(=NN(C1)CCO)C1=NC2=C(CN(CC2)[C@H]2COC3=CC=C(C=C3C2)Cl)N1